ClC(OC1=CC=C(C=C1)NC(=O)C1=CC2=C(N(C=N2)C(C)C)C(=C1)C1=CN=NN1)(F)F N-(4-(Chlorodifluoromethoxy)phenyl)-1-isopropyl-7-(1H-1,2,3-triazol-5-yl)-1H-benzo[d]Imidazole-5-carboxamide